(S)-2-((S)-4,4-difluoro-3-(6-oxo-1,6-dihydropyridin-3-yl)piperidin-1-yl)-N-(5-(2,4-difluoro-6-(hydroxymethyl)phenoxy)pyridin-2-yl)propanamide FC1([C@H](CN(CC1)[C@H](C(=O)NC1=NC=C(C=C1)OC1=C(C=C(C=C1CO)F)F)C)C1=CNC(C=C1)=O)F